(S)-3-(3-(1-amino-2,3-dihydro-1H-inden-5-yl)-5-(1H-pyrazol-1-yl)-3H-imidazo[4,5-b]pyridin-2-yl)pyridin-2-amine N[C@H]1CCC2=CC(=CC=C12)N1C(=NC=2C1=NC(=CC2)N2N=CC=C2)C=2C(=NC=CC2)N